ClC1=CC=C(C(=N1)C(=O)O)N[C@@H](C)C=1C=C(C=C2C(N(C(=NC12)N1C[C@@H]2C([C@@H]2C1)OC(=O)N1CCCC1)C)=O)C 6-chloro-3-(((S)-1-(3,6-dimethyl-4-oxo-2-((1R,5S,6S)-6-((pyrrolidine-1-carbonyl)oxy)-3-azabicyclo[3.1.0]hexan-3-yl)-3,4-dihydroquinazolin-8-yl)ethyl)amino)picolinic acid